C(C1=CC=CC=C1)N1CCN(CC1)CCO 2-(4-benzylpiperazin-1-yl)ethanol